N(=[N+]=[N-])CCOCCOCCCS(=O)(=O)O.COC1CCN(CC1)CC1=C2C(=NC(=C1)C=1C=C3CN(C(C3=CC1)=O)C1C(NC(CC1)=O)=O)N(C=C2)C2COC2 3-(5-(4-((4-methoxypiperidin-1-yl)methyl)-1-(oxetan-3-yl)-1H-pyrrolo[2,3-b]pyridin-6-yl)-1-oxoisoindolin-2-yl)piperidine-2,6-dione 2-(2-(2-azidoethoxy)ethoxy)ethyl-methanesulfonate